methyl trans-p-coumarate COC(=O)/C=C/C1=CC=C(C=C1)O